FC(C1=NN=C(O1)C1=CN=C(S1)CN(S(=O)(=O)CC)C=1C=NC(=CC1)N1CCOCC1)F N-((5-(5-(difluoromethyl)-1,3,4-oxadiazol-2-yl)thiazol-2-yl)methyl)-N-(6-morpholinopyridin-3-yl)ethanesulfonamide